4-iodophenyl-thianthrenium IC1=CC=C(C=C1)C1=CC=CC=2[SH+]C3=CC=CC=C3SC12